tert-butyl piperidin-3-yl(spiro[2.3]hexan-1-yl)carbamate N1CC(CCC1)N(C(OC(C)(C)C)=O)C1CC12CCC2